bis(2,4-diisopropylphenyl)pentaerythritol C(C)(C)C1=C(C=CC(=C1)C(C)C)C(O)(C(CO)(CO)CO)C1=C(C=C(C=C1)C(C)C)C(C)C